ethyl 1-(3-bromophenyl)-3-fluorocyclobutane-1-carboxylate BrC=1C=C(C=CC1)C1(CC(C1)F)C(=O)OCC